3-aminoallyl-uridine tert-Butyl-4-[(5-nitrofuran-2-yl)amino]piperazine-1-carboxylate C(C)(C)(C)C1N(CCN(C1)NC=1OC(=CC1)[N+](=O)[O-])C(=O)OC[C@@H]1[C@H]([C@H]([C@@](O1)(N1C(=O)NC(=O)C=C1)CC=CN)O)O